5,5'-diallyl-2'-hydroxy-[1,1'-biphenyl]-2-yl (E)-3-(2-hydroxyphenyl)acrylate OC1=C(C=CC=C1)/C=C/C(=O)OC1=C(C=C(C=C1)CC=C)C1=C(C=CC(=C1)CC=C)O